didecyl-4,4'-bipyridinium Dibromide [Br-].[Br-].C(CCCCCCCCC)[N+]1=CC=C(C=C1)C1=CC=[N+](C=C1)CCCCCCCCCC